[N+](=O)([O-])C=1C=C(C=CC1OC)\C=C\C(=O)C1=C(C=C(C=C1OC)OC)O 3-nitro-2'-hydroxy-4,4',6'-trimethoxychalcone